6-chloro-2-ethyl-4-methyl-nicotinaldehyde ClC1=NC(=C(C=O)C(=C1)C)CC